FC(C=1C=C(C=C(C1)C(F)(F)F)B(C1=CC(=CC(=C1)C(F)(F)F)C(F)(F)F)C1=CC(=CC(=C1)C(F)(F)F)C(F)(F)F)(F)F Tris(3,5-bis(trifluoromethyl)phenyl)borane